tert-butyl 4,7-dimethyl-5-oxo-9-vinyl-4,5-dihydroimidazo[1,5-a]quinazoline-3-carboxylate CN1C=2N(C3=C(C=C(C=C3C1=O)C)C=C)C=NC2C(=O)OC(C)(C)C